COC1=CC(=C2C=CC=NC2=C1)C1(CC1)NC(C1=C(C=CC(=C1)OCC(C)NC)C)=O N-(1-(7-Methoxyquinolin-5-yl)cyclopropyl)-2-methyl-5-(2-(methylamino)propoxy)benzamide